O=C1CC[C@H](N1C(=O)[O-])C(=O)[O-] (S)-5-oxopyrrolidine-1,2-dicarboxylate